C1(CC1)C(CN1CC(C1)(O)C1CC1)C1=C(C(=O)NC)C=CC=C1 (1-cyclopropyl-2-(3-cyclopropyl-3-hydroxyazetidin-1-yl)ethyl)-N-methylbenzamide